(5-cyclobutyl-4,5,6,7-tetrahydropyrazolo[1,5-a]pyrazin-2-yl)methyl ((7-chloro-2-(2,6-dioxopiperidin-3-yl)-4-fluoro-3-oxoisoindolin-5-yl)methyl)carbamate ClC=1C=C(C(=C2C(N(CC12)C1C(NC(CC1)=O)=O)=O)F)CNC(OCC1=NN2C(CN(CC2)C2CCC2)=C1)=O